4-amino-N-ethyl-1-methyl-N-((5-(trifluoromethyl)-2-pyridinyl)methyl)-1H-pyrazolo[4,3-c]quinoline-8-carboxamide NC1=NC=2C=CC(=CC2C2=C1C=NN2C)C(=O)N(CC2=NC=C(C=C2)C(F)(F)F)CC